C(CCCCCCC)C(C)(O)CCOOC1=CC=CC=C1 octylphenoxy(oxyethylene)ethanol